C1(CC1)[C@@](CC(=O)N[C@@H](COC(F)F)C1=CC(=CC=C1)OC(F)(F)F)(C)O (S)-3-cyclopropyl-N-((R)-2-(difluoromethoxy)-1-(3-(trifluoromethoxy)phenyl)ethyl)-3-hydroxybutanamide